(E)-1-methyl-D-tryptophan CN1C=C(C[C@@H](N)C(=O)O)C2=CC=CC=C12